CN1C=[N+](C=C1)CC=C 1-methyl-3-(2-propen-1-yl)-1H-imidazolium